(trans)-ethyl 4-((3-(2-cyanoethyl)cyclohexyl)amino)-1H-pyrrolo[2,3-b]pyridine-5-carboxylate C(#N)CC[C@@H]1C[C@H](CCC1)NC1=C2C(=NC=C1C(=O)OCC)NC=C2